C(#N)C1=NC2=CC(=CC(=C2N=C1N1CC(CCC1)(F)F)[C@@H](C)NC1=C(C(=O)O)C=CC=C1)C (R)-2-((1-(2-cyano-3-(3,3-difluoro-piperidin-1-yl)-7-methylquinoxalin-5-yl)ethyl)amino)benzoic acid